NC12CCC(CC1)(CC2)NC(OC(C)(C)C)=O tert-butyl (4-aminobicyclo[2.2.2]-octan-1-yl)carbamate